NC1=C2C(=NC=N1)N(N=C2C2=CC=C(C=C2)OC2=CC=CC=C2)C2CCN(CC2)CC=2C=NC(=NC2)N2C(NC(CC2)=O)=O 1-(5-((4-(4-amino-3-(4-phenoxyphenyl)-1H-pyrazolo[3,4-d]pyrimidin-1-yl)piperidin-1-yl)methyl)pyrimidin-2-yl)dihydropyrimidine-2,4(1H,3H)-dione